C(=O)(O)C=1C=C(C=CC1C(=O)O)C1=CC=C(C=C1)C(C(F)(F)F)(C(F)(F)F)C1=CC=C(C=C1)C1=CC(=C(C=C1)C(=O)O)C(=O)O 2,2-bis[4-(3,4-dicarboxyphenyl)phenyl]hexafluoropropane